2,4-dinitro-p-toluidine [N+](=O)([O-])C1=C(N)C=CC(C1)(C)[N+](=O)[O-]